N-((1S,2R)-2-fluorocyclopropyl)benzamide F[C@H]1[C@H](C1)NC(C1=CC=CC=C1)=O